ClC1=CC(=C2C(C(=CN(C2=N1)C1=NC(=NS1)N(C)C)C(=O)OCC)=O)C ethyl 7-chloro-1-[3-(dimethylamino)-1,2,4-thiadiazol-5-yl]-5-methyl-4-oxo-1,4-dihydro-1,8-naphthyridine-3-carboxylate